tert-butyl 3-(5-bromothiophen-2-yl)morpholine-4-carboxylate BrC1=CC=C(S1)C1N(CCOC1)C(=O)OC(C)(C)C